(4-Chlorophenyl)(1-methyl-4,10-dihydrobenzo[b]pyrazolo[3,4-e][1,4]diazepin-5(1H)-yl)methanone ClC1=CC=C(C=C1)C(=O)N1C2=C(NC3=C(C1)C=NN3C)C=CC=C2